6-phenyl-azulene-1,3-dicarboxylic acid C1(=CC=CC=C1)C=1C=CC2=C(C=C(C2=CC1)C(=O)O)C(=O)O